ClC=1C=C(C(=O)NC23CC(C2)(C3)[C@H](C(=O)NC3=CC=C(C=C3)F)C)C=CC1F 3-chloro-4-fluoro-N-[3-[(1R)-2-(4-fluoroanilino)-1-methyl-2-oxo-ethyl]-1-bicyclo[1.1.1]pentanyl]benzamide